C(C)(=O)O[C@H](C(F)(F)F)[C@H]1O[C@H]([C@@H](C1)OC(C)=O)N1C=2N=C(NC(C2N(C1=O)CCC)=O)NC(C)=O (S)-1-((2S,4R,5R)-5-(2-acetamido-6,8-dioxo-7-propyl-1,6,7,8-tetrahydro-9H-purin-9-yl)-4-acetoxytetrahydrofuran-2-yl)-2,2,2-trifluoroethyl acetate